C1(CC1)C[C@@H](CC(=O)NC[C@H](CC1=CC(=C(C(=O)N)C=C1)F)N(C)C)C1=CC=NC=C1 4-((S)-3-((S)-4-cyclopropyl-3-(pyridin-4-yl)butanamido)-2-(dimethylamino)propyl)-2-fluorobenzamide